N[C@H](CCSC)CO D-Methioninol